3-amino-N-[(3R)-7-[(3R,4S)-3-amino-4-methoxypyrrolidin-1-yl]-3,4-dihydro-2H-1-benzopyran-3-yl]-6-methylthieno[2,3-b]pyridine-2-carboxamide NC1=C(SC2=NC(=CC=C21)C)C(=O)N[C@H]2COC1=C(C2)C=CC(=C1)N1C[C@H]([C@H](C1)OC)N